methyl (S,E)-(7-(dimethylamino)-1-((1-((7-fluoro-4-isobutyl-3H-imidazo[4,5-c]pyridin-2-yl)methyl)-6-isopropyl-2-oxo-1,2-dihydropyridin-3-yl)amino)-1,7-dioxohept-5-en-2-yl)carbamate CN(C(/C=C/CC[C@@H](C(=O)NC=1C(N(C(=CC1)C(C)C)CC1=NC2=C(C(=NC=C2F)CC(C)C)N1)=O)NC(OC)=O)=O)C